n-butylammonium propionat C(CC)(=O)[O-].C(CCC)[NH3+]